(R)-1-(ortho-fluorophenyl)ethylamine FC1=C(C=CC=C1)[C@@H](C)N